1-AMINO-2-METHYL-2,3-DIHYDROINDOL NN1C(CC2=CC=CC=C12)C